BrC1=CC=C(C=2SC=C(C21)C(=O)OC(C)(C)C)Cl tert-butyl 4-bromo-7-chlorobenzo[b]thiophene-3-carboxylate